(E)-(4-(((4-((2-(aminomethyl)-3-fluoroallyl)oxy)phenyl)sulfonyl)methyl)bicyclo[2.2.2]octan-1-yl)(pyrrolidin-1-yl)methanone NC/C(/COC1=CC=C(C=C1)S(=O)(=O)CC12CCC(CC1)(CC2)C(=O)N2CCCC2)=C\F